tert-butyl 4-((tert-butoxycarbonyl)(3-isopropyl-5-(pyridin-3-yl)pyrazolo[1,5-a]pyrimidin-7-yl)amino)piperidine-1-carboxylate C(C)(C)(C)OC(=O)N(C1CCN(CC1)C(=O)OC(C)(C)C)C1=CC(=NC=2N1N=CC2C(C)C)C=2C=NC=CC2